6-naphthalenedimethanamide C1(=CC=CC2=CC(=CC=C12)C(=O)N)C(=O)N